5-(2-ethylpiperazin-1-yl)-3-methyl-2,3-dihydro-1,4-benzodioxine C(C)C1N(CCNC1)C1=CC=CC=2OCC(OC21)C